O1C(=NC=C1)C=1C=C(C(=O)NC2=CN=C(N(C2=O)CC(=O)O)C2=CC=CC=C2)C=CC1 (5-(3-(oxazol-2-yl)benzamido)-6-oxo-2-phenylpyrimidin-1(6H)-yl)acetic acid